C(C)(=O)N[C@H]1[C@@H](O[C@@H]([C@@H]([C@@H]1OC(C)=O)OC(C)=O)COC(C)=O)SCCC(=O)O 3-(((2S,3R,4R,5R,6R)-3-acetamido-4,5-diacetoxy-6-(acetoxymethyl)tetrahydro-2H-pyran-2-yl)thio)propanoic acid